N-(5-((5-(2-cyanopropan-2-yl)pyridin-2-yl)methoxy)-1,3,4-thiadiazol-2-yl)-5'-methoxy-2',6-dimethyl-(4,4'-bipyridine)-3-carboxamide C(#N)C(C)(C)C=1C=CC(=NC1)COC1=NN=C(S1)NC(=O)C=1C=NC(=CC1C1=CC(=NC=C1OC)C)C